Cl.C(C)C(COC([C@@H](N)C)=O)CC alanine (2-ethylbutyl) ester hydrochloride